FC1=C(C(=CC(=C1)OC)F)C1=C(C(N(N1C)C1=NC=CC=C1C(F)(F)F)=O)NC(C1=CC=C(C=C1)OC(F)(F)F)=O N-[5-(2,6-difluoro-4-methoxyphenyl)-1-methyl-3-oxo-2-[3-(trifluoromethyl)pyridin-2-yl]-2,3-dihydro-1H-pyrazol-4-yl]-4-(trifluoromethoxy)benzamide